bisallyl-diethylene glycol dicarbonate C(=O)(O)OC(=O)O.C(C=C)C(COCCO)(CC=C)O